FC1=CC=2N(C=C1)C(=CN2)C2=C1CNC(C1=C(C=C2)NC2=NC(=C(C=C2)[C@@H]2COCC2)CN2C[C@H](CC2)O)=O 4-(7-fluoroimidazo[1,2-a]pyridin-3-yl)-7-((6-(((S)-3-hydroxypyrrolidin-1-yl)methyl)-5-((R)-tetrahydrofuran-3-yl)pyridin-2-yl)amino)isoindolin-1-one